C(C=1C(C(=O)[O-])=CC=CC1)(=O)OCC(C)(C)O 2-hydroxy-isobutyl phthalate